C=CC=CCCCC=CCCC=CCCCCCCC eicosadiene-8,12-diene